8-HYDROXYQUINOLINE-2-BORONIC ACID OC=1C=CC=C2C=CC(=NC12)B(O)O